C1(CC1)N1N=CC(=C1)[C@H]1CN(C[C@H](O1)C)C=1N=C(C2=C(N1)N=C(C(=C2)C)C)C2=CCC(CC2)C(F)F (2S,6R)-2-(1-cyclopropylpyrazol-4-yl)-4-[4-[4-(difluoromethyl)cyclohexen-1-yl]-6,7-dimethyl-pyrido[2,3-d]pyrimidin-2-yl]-6-methyl-morpholine